N-(4-((2-amino-3-chloropyridin-4-yl)oxy)-3-fluorophenyl)-5-ethyl-1-(pyrimidin-5-yl)-1H-Pyrazole-4-carboxamide NC1=NC=CC(=C1Cl)OC1=C(C=C(C=C1)NC(=O)C=1C=NN(C1CC)C=1C=NC=NC1)F